ethyl 3-hydroxy-1-(naphthalen-1-yl)-2-oxo-2,5,6,7-tetrahydro-1H-azepine-4-carboxylate OC=1C(N(CCCC1C(=O)OCC)C1=CC=CC2=CC=CC=C12)=O